OC1=C(C=C(C=C1)OC1OCCCC1)C(CC1=CC(=CC=C1)OC1OCCCC1)=O 1-(2-hydroxy-5-((tetrahydro-2H-pyran-2-yl)oxy)phenyl)-2-(3-((tetrahydro-2H-pyran-2-yl)oxy)phenyl)ethane-1-one